N-((2S,3S)-2-((2,3'-difluorobiphenyl-3-yl)methyl)-1-(2-hydroxy-2-methylpropanoyl)pyrrolidin-3-yl)ethanesulfonamide FC1=C(C=CC=C1C[C@@H]1N(CC[C@@H]1NS(=O)(=O)CC)C(C(C)(C)O)=O)C1=CC(=CC=C1)F